C(#N)CNC(C1=CC=C(C=C1)C1=NC(=NC=C1C)NC=1C=NN(C1)C1CCN(CC1)C)=O N-(cyanomethyl)-4-(5-methyl-2-((1-(1-methylpiperidin-4-yl)-1H-pyrazol-4-yl)amino)pyrimidin-4-yl)benzamide